N-(1-amino-1-oxobutan-2-yl)-4-chlorobutyramide NC(C(CC)NC(CCCCl)=O)=O